1-(1-methylcyclopropyl)benzimidazol-5-ol CC1(CC1)N1C=NC2=C1C=CC(=C2)O